BrC1=CC2=C(C3=CC=CC=C3C(=C2C=C1)OC(CC)=O)OC(CC)=O 2-bromo-9,10-dipropionyloxyanthracene